C1(=CC=CC=C1)S(=O)(=O)N1C=CC2=C1N=CC=1NC(C3(NC12)COCCC3)=O 7'-(phenylsulfonyl)-4',5,6,7'-tetrahydro-2H,4H-spiro[pyran-3,2'-pyrrolo[3',2':5,6]pyrido[3,4-b]pyrazin]-3'(1'H)-one